C(C1=CC=CC=C1)OC=1C=C2C=C(NC2=CC1)C1=C(C=CC=C1)Cl 5-(benzyloxy)-2-(2-chlorophenyl)-1H-indole